3-(4-chlorophenyl)-1-[2-(4-fluorophenyl)ethyl]urea ClC1=CC=C(C=C1)NC(NCCC1=CC=C(C=C1)F)=O